The molecule is a substituted aniline that is benzene-1,2,4-triamine bearing ethoxycarbonyl and 4-fluorobenzyl substituents at positions N-1 and N-4 respectively. An anticonvulsant used to treat seizures associated with epilepsy in adults. It has a role as an anticonvulsant and a potassium channel modulator. It is a carbamate ester, an organofluorine compound, a substituted aniline and a secondary amino compound. It derives from a benzene-1,2,4-triamine. CCOC(=O)NC1=C(C=C(C=C1)NCC2=CC=C(C=C2)F)N